OC1=CC=C(C=CC(=O)CC(\C=C\C2=CC(OC)=C(O)C=C2)=O)C=C1 4-hydroxy-cinnamoyl-(feruloyl)methane